FC=1C(=C(C=CC1F)[C@H]1[C@@H](O[C@@]([C@@H]1C)(C(F)(F)F)C)C(=O)NC=1C=NC(=CC1)[C@H](CO)O)C |o1:8,9,11,12,28| rel-(2R,3S,4R,5S)-3-(3,4-difluoro-2-methylphenyl)-N-(6-((R*)-1,2-dihydroxyethyl)pyridin-3-yl)-4,5-dimethyl-5-(trifluoromethyl)tetrahydrofuran-2-carboxamide